phenoxyethyl-phosphine chloride [Cl-].O(C1=CC=CC=C1)CCP